5-isopropyl-4-(4-(4-chlorophenoxy)phenyl)-2-(piperidin-4-yl)thiazole C(C)(C)C1=C(N=C(S1)C1CCNCC1)C1=CC=C(C=C1)OC1=CC=C(C=C1)Cl